COC1=NC=C(C=C1NS(=O)(=O)C)C=1C=C2C(=NC=NC2=CC1)N1CCN(CC1)C(\C=C\C(C)=O)=O (E)-N-(2-methoxy-5-(4-(4-(4-oxopent-2-enoyl)piperazin-1-yl)quinazolin-6-yl)pyridin-3-yl)methane-sulfonamide